BrC1=C(C=CC(=C1)Cl)OB(O)O (2-bromo-4-chlorophenyl)boric acid